FC1=C(C2=C(N=C(O2)C=2C=C(C=CC2)C2=C(C=C(C=C2)F)C2=NN=CN2C)C=C1CN([C@H]1[C@H](CCC1)O)C)F (1S,2R)-2-(((6,7-Difluoro-2-(4'-fluoro-2'-(4-methyl-4H-1,2,4-triazol-3-yl)-[1,1'-biphenyl]-3-yl)benzo[d]oxazol-5-yl)methyl)(methyl)amino)cyclopentan-1-ol